Triphenylsulfonium triflate salt [O-]S(=O)(=O)C(F)(F)F.C1(=CC=CC=C1)[S+](C1=CC=CC=C1)C1=CC=CC=C1